3-CYCLOPROPOXYPHENYLBORONIC ACID C1(CC1)OC=1C=C(C=CC1)B(O)O